[C@H]12CN(C[C@H](CC1)N2)C=2C1=C(N=C(N2)OCC23C(N(CC2)C)CCC3)C(=C(N=C1)C1=CC(=CC3=CC=C(C(=C13)C#C)F)O)F 4-(4-((1R,5S)-3,8-diazabicyclo[3.2.1]octan-3-yl)-8-fluoro-2-((1-methylhexahydrocyclopenta[b]pyrrol-3a(1H)-yl)methoxy)pyrido[4,3-d]pyrimidin-7-yl)-5-ethynyl-6-fluoronaphthalen-2-ol